C[Si](OC1(CC1)C1=CC=C(C=C1)NC([O-])=O)(C)C (4-(1-((trimethylsilyl)oxy)cyclopropyl)phenyl)carbamate